(S)-2-(2-((3'-(1-aminoethyl)-5-(1-oxa-7-azaspiro[3.5]nonan-7-yl)-[1,1'-biphenyl]-3-yl)methoxy)phenyl)acetic acid N[C@@H](C)C=1C=C(C=CC1)C1=CC(=CC(=C1)N1CCC2(CCO2)CC1)COC1=C(C=CC=C1)CC(=O)O